1,2-Epoxycyclohexan C12C(CCCC1)O2